CC1=CC=C(C=C1)S(=O)(=O)O.N1=CN=C(C2=C1NC=C2)N[C@@H]2CC[C@@H](N(C2)C(C=C)=O)C 1-((2S,5R)-5-((7H-pyrrolo[2,3-d]pyrimidin-4-yl)amino)-2-methylpiperidin-1-yl)prop-2-en-1-one para-toluenesulfonate salt